CNC(=O)C=1SC(=CN1)N1CCN(CC1)C(=O)OC(C)(C)C tert-butyl 4-(2-(methyl carbamoyl)thiazol-5-yl)piperazin-1-carboxylate